4-Methyl-2-oxo-6-propyl-1,2-dihydropyridine-3-carbonitrile CC1=C(C(NC(=C1)CCC)=O)C#N